FC1=C(C(=CC=2NC(=NC21)OC=2C=CC(=C(C(=O)O)C2)C)F)C2=CC=C(C=C2)C2=CC=C(C=C2)C2=NC=NN2CC(F)(F)F 5-((4,6-difluoro-5-(4'-(1-(2,2,2-trifluoroethyl)-1H-1,2,4-triazol-5-yl)-[1,1'-biphenyl]-4-yl)-1H-benzo[d]imidazol-2-yl)oxy)-2-methylbenzoic acid